2-(2-methoxyanilino)-N-(3-methoxyphenyl)-5-oxo-[1,3,4]thiadiazolo[2,3-b]quinazoline-8-carboxamide COC1=C(NC2=NN3C(=NC4=CC(=CC=C4C3=O)C(=O)NC3=CC(=CC=C3)OC)S2)C=CC=C1